CNCC1=CC=C(N\C(\C2=CC=CC=C2)=C\2/C(NC3=CC(=CC=C23)C(=O)OC)=O)C=C1 3-Z-[1-(4-methylaminomethyl-anilino)-1-phenyl-methylene]-6-methoxycarbonyl-2-indolinone